FC1=CC=C(C=C1)CN1C(N(C2=C1C=CC(=C2)S(=O)(=O)NC2(CC2)C)C=2SC=CN2)=O 1-[(4-fluorophenyl)methyl]-N-(1-methylcyclopropyl)-2-oxo-3-thiazol-2-yl-benzoimidazole-5-sulfonamide